(2,6-difluoro-3,5-dimethoxyphenyl)(5-((4-(4-ethylpiperazin-1-yl)-2-nitrophenyl)amino)thieno[2,3-c]pyridin-2-yl)methanone FC1=C(C(=C(C=C1OC)OC)F)C(=O)C1=CC=2C(=CN=C(C2)NC2=C(C=C(C=C2)N2CCN(CC2)CC)[N+](=O)[O-])S1